C1(CC1)C(C(=O)NC1=CC(=C(C=C1)B1OC(C(O1)(C)C)(C)C)C(F)(F)F)=C 2-Cyclopropyl-N-(4-(4,4,5,5-tetramethyl-1,3,2-dioxaborolan-2-yl)-3-(trifluoromethyl)phenyl)acrylamide